methylbuta-1,3-diene CC=CC=C